(2-amino-7,7-difluoro-6,7-dihydro thiazolo[5,4-c]pyridine-5(4H)-yl) ketone NC=1SC=2CN(CC(C2N1)(F)F)C(=O)N1CC2=C(C(C1)(F)F)N=C(S2)N